(S)-3-(6-methoxypyridin-3-yl)-2,3-dihydro-[1,4]dioxino[2,3-b]pyridine-7-carbaldehyde COC1=CC=C(C=N1)[C@H]1COC=2C(=NC=C(C2)C=O)O1